7-((5-methyl-6-(piperazin-1-yl)pyridin-3-yl)methyl)-2-propoxyimidazo[2,1-f][1,2,4]triazin-4-amine CC=1C=C(C=NC1N1CCNCC1)CC1=CN=C2C(=NC(=NN21)OCCC)N